8-(2-fluorophenyl)-6,8-dihydro-5H-[1,2,4]triazolo[5,1-c][1,4]oxazine-2-carboxylic acid FC1=C(C=CC=C1)C1OCCN2C1=NC(=N2)C(=O)O